pentanediol carbonate C(O)(=O)OC(CCCC)O